1-(3-(1-((3R,4S)-4-(2-chlorophenyl)-6,6-dimethyltetrahydro-2H-pyran-3-carbonyl)piperidin-4-yl)-3-fluoroazetidin-1-yl)prop-2-en-1-one ClC1=C(C=CC=C1)[C@@H]1[C@H](COC(C1)(C)C)C(=O)N1CCC(CC1)C1(CN(C1)C(C=C)=O)F